FC(C(=O)N1[C@@H](CC1)C(=O)O)(F)F (S)-1-(2,2,2-trifluoroacetyl)azetidine-2-carboxylic acid